C(C=C)(=O)N[C@H]1C[C@@H](CC1)NC(=O)C=1SC=2N=CC=C3N(C(NC1C23)=O)C2=NC=C(C=C2)OC2=CC=CC=C2 |r| N-((1RS,3RS)-3-Acrylamidocyclopentyl)-4-oxo-5-(5-phenoxypyridin-2-yl)-4,5-dihydro-3H-1-thia-3,5,8-triazaacenaphthylene-2-carboxamide